CC1=C(C=CC=C1C)N1CCN(CC1)C(CN1N=C(C2=C1C[C@@H]1[C@H]2C1)C(=O)N1CCC(CC1)NC(=O)NC)=O 1-(1-((3bR,4aR)-1-(2-(4-(2,3-dimethylphenyl)piperazin-1-yl)-2-oxoethyl)-3b,4,4a,5-tetrahydro-1H-cyclopropa[3,4]cyclopenta[1,2-c]pyrazole-3-carbonyl)piperidin-4-yl)-3-methylurea